(1R,2R)-2-fluoro-N-(3-(6-((R)-1-hydroxybutyl)-4-methylpyridin-3-yl)-1-methyl-2-oxo-1,2-dihydro-1,6-naphthyridin-7-yl)cyclopropane-1-carboxamide F[C@H]1[C@H](C1)C(=O)NC1=NC=C2C=C(C(N(C2=C1)C)=O)C=1C=NC(=CC1C)[C@@H](CCC)O